S1C=NC2=C1C=CC(=C2)NC2=CC=NC1=CC=C(C=C21)C2=C(C=C(CN1CCN(CC1)CCO)C=C2)F 2-(4-(4-(4-(benzo[d]thiazol-5-ylamino)quinolin-6-yl)-3-fluorobenzyl)piperazin-1-yl)ethanol